1-(3-((tert-butyldiphenylsilyl)oxy)propyl)hexahydropyrrolo[2,3-c]Pyrrole-5(1H)-carboxylic acid tert-butyl ester C(C)(C)(C)OC(=O)N1CC2C(C1)CCN2CCCO[Si](C2=CC=CC=C2)(C2=CC=CC=C2)C(C)(C)C